COC1=CC=C(C=C1)C1=NOC(=N1)C1CCC(CC1)C(=O)O (1s,4s)-4-(3-(4-methoxyphenyl)-1,2,4-oxadiazol-5-yl)cyclohexane-1-carboxylic acid